4-(2-(6-Methoxy-4-(trifluoromethyl)pyridin-3-yl)ethyl)morpholine COC1=CC(=C(C=N1)CCN1CCOCC1)C(F)(F)F